O=C1NC(CCC1C1=C(C=C(C=C1F)N1CC(C1)NC(OC1CN(C1)C(N(C1=CC=CC=C1)C)=O)=O)F)=O 1-(methyl(phenyl)carbamoyl)azetidin-3-yl (1-(4-(2,6-dioxopiperidin-3-yl)-3,5-difluorophenyl)azetidin-3-yl)carbamate